Pyrazolopyrimidin N1N=CC2=C1C=NC=N2